2',6'-diisopropyloxy-biphenyl C(C)(C)OC1=C(C(=CC=C1)OC(C)C)C1=CC=CC=C1